C(C1=CC=CC=C1)OC(=O)NCCOC1=C(COC2CCC3(CN(C3)C(=O)OC(C)(C)C)CC2)C=CC=C1 tert-Butyl 7-((2-(2-(((benzyloxy)carbonyl)amino)ethoxy)benzyl)oxy)-2-azaspiro[3.5]nonane-2-carboxylate